COC(/C(/C1=CC=CC=C1)=C\1/N(S(C2=C1C=CC=C2)(=O)=O)C)=O (E)-2-(2-methyl-1,1-dioxobenzisothiazol-3(2H)ylidene)-2-phenylacetic acid methyl ester